2-((3-(3-amino-5-fluoro-4-methoxyphenyl)-7-methoxyimidazo[1,2-a]pyridin-6-yl)sulfonyl)-2-methylpropan-1-ol NC=1C=C(C=C(C1OC)F)C1=CN=C2N1C=C(C(=C2)OC)S(=O)(=O)C(CO)(C)C